ClC1=NN2C(C=CC(=C2)N2CC3CN(CC(C2)C3)C(=O)OC(C)(C)C)=N1 tert-butyl 7-(2-chloro-[1,2,4]triazolo[1,5-a]pyridin-6-yl)-3,7-diazabicyclo[3.3.1]nonane-3-carboxylate